C(C)OC(=O)C1(CCN(CC1)C(=O)OC(C)(C)C)C(O)C1=C(C=CC=C1)Br 4-((2-bromophenyl)(hydroxy)methyl)piperidine-1,4-dicarboxylic acid 1-tert-butyl 4-ethyl ester